C(C)(=O)SCC1CN(C1)C(=O)OCCCC butyl 3-(acetylsulfanylmethyl)-azetidine-1-carboxylate